CC1=CC=C(C=C1)[C@@H](C)N (R)-1-(4-methyl-phenyl)ethylamine